N-(6-(2-hydroxyprop-2-yl)-2-(1-(2-oxoethyl)piperidin-4-yl)-2H-indazol-5-yl)-6-(trifluoromethyl)pyridinecarboxamide OC(C)(C)C=1C(=CC2=CN(N=C2C1)C1CCN(CC1)CC=O)NC(=O)C1=NC(=CC=C1)C(F)(F)F